6-bromo-5-methoxy-1-((2-(trimethylsilyl)ethoxy)methyl)-1H-benzo[d]imidazole BrC=1C(=CC2=C(N(C=N2)COCC[Si](C)(C)C)C1)OC